C1(CCC1)N1C(=NC2=C1C(=CC=C2)OC)NC(CC(C)(C2=CC=CC=C2)O)=O N-(1-cyclobutyl-7-methoxy-1H-benzo[d]imidazol-2-yl)-3-hydroxy-3-phenylbutanamide